FC1=C(C=C(C=C1)F)C1=C(C(=NC=C1)C1C(CC1)C)NC(=O)C=1C=NC(=NC1)C(C)C N-(4-(2,5-difluorophenyl)-2-(2-methylcyclobutyl)pyridin-3-yl)-2-isopropylpyrimidine-5-carboxamide